N-Nicotinoyl-dopamine C(C1=CN=CC=C1)(=O)NCCC1=CC(O)=C(O)C=C1